CCC1=CN=C(C=C1)CCOC2=CC=C(C=C2)[N+](=O)[O-] 4-[2-(5-ethyl-2-pyridyl)ethoxy]nitrobenzene